FC(SOC(C1=CC=C(C=C1)C(C)(C)C)=O)(F)F p-tert-butylbenzoic acid trifluoromethylthioester